(S)-6-(1-amino-1,3-dihydrospiro[indene-2,4'-piperidine]-1'-yl)-3-(1-(2-chloro-3-hydroxyphenyl)vinyl)-1H-pyrazole N[C@@H]1C2=CC=CC=C2CC12CCN(CC2)C2=CC=C(C(=C2C(=C)C2=NNC=C2)Cl)O